COC(=O)C1(CC(C1)(F)F)C1=NC=C(C=C1)Br 1-(5-Bromo-2-pyridinyl)-3,3-difluoro-cyclobutanecarboxylic acid methyl ester